5-fluoro-2-methylbenzene-1,3-diol FC=1C=C(C(=C(C1)O)C)O